C(C)(C)C1=C(NC2=CC=C(C=C12)C1CCN(CC1)C(C)=O)C=1C=C(C=2N(C1)N=CN2)C 1-(4-(3-isopropyl-2-(8-methyl-[1,2,4]triazolo[1,5-a]pyridin-6-yl)-1H-indol-5-yl)piperidin-1-yl)ethan-1-one